tert-butyl 4-(3-fluoro-4-(4-(4-oxo-4,5,6,7-tetrahydro-1H-pyrrolo[3,2-c]pyridin-2-yl)pyridin-2-yl)phenyl)piperazine-1-carboxylate FC=1C=C(C=CC1C1=NC=CC(=C1)C1=CC=2C(NCCC2N1)=O)N1CCN(CC1)C(=O)OC(C)(C)C